C1(=C(O)C2=C(C3=C1O3)O2)OC bisepoxyguaiacol